C1(CCCC1)OC(=O)C1C2C=CC(C1)C2=O 5-cyclopentyloxycarbonyl-7-oxo-bicyclo[2.2.1]Hept-2-ene